DL-glycyl alcohol NCC(=O)O